CC1(NCC1OC1=NN(C=C1[N+](=O)[O-])C)C 3-((2,2-dimethyl-azetidin-3-yl)oxy)-1-methyl-4-nitro-1H-pyrazole